BrC=1C=NC(=NC1)N1CCNCC1 4-(5-bromopyrimidin-2-yl)piperazine